O[C@@H]1[C@@H](O)[C@H](O)[C@H](O)[C@@H](O1)CO beta-L-galactose